COC(=O)C1(CCN(CC1)CC1=CC=CC=C1)CC(=O)N(C1=CC=CC=C1)C1CCCCC1 1-benzyl-4-[2-(N-cyclohexylanilino)-2-oxo-ethyl]piperidine-4-carboxylic acid methyl ester